ClC=1N=CC2=C3C(=CC(=C2C1)S(NCC(C)(C)F)(=O)=O)[C@@H](C[C@@H]3NC(=O)NCC)NC(NCC)=O |r| 1-[cis-(7RS,9SR)-3-chloro-7-(ethylcarbamoylamino)-5-[(2-fluoro-2-methyl-propyl)sulfamoyl]-8,9-dihydro-7H-cyclopenta[h]isoquinolin-9-yl]-3-ethyl-urea